Zirconium-Aluminum [Al].[Zr]